benzyl-(methyl)methoxysilane C(C1=CC=CC=C1)[SiH](OC)C